tert-butyl (S)-4-((1-methoxy-1-oxo-9-(5,6,7,8-tetrahydro-1,8-naphthyridin-2-yl)nonan-2-yl)carbamoyl)-4-(trifluoromethyl)piperidine-1-carboxylate COC([C@H](CCCCCCCC1=NC=2NCCCC2C=C1)NC(=O)C1(CCN(CC1)C(=O)OC(C)(C)C)C(F)(F)F)=O